CC(C#CC=1C=C(C=CC1)C(C(=O)O)C(=O)O)C 2-[3-(3-methyl-1-butyn-1-yl)phenyl]malonic acid